tert-butyl (4R,7R)-7-((tert-butyldimethylsilyl) oxy)-2-(4-methoxybenzyl)-1-oxo-2,5-diazaspiro[3.4]octane-5-carboxylate [Si](C)(C)(C(C)(C)C)O[C@H]1CN([C@@]2(CN(C2=O)CC2=CC=C(C=C2)OC)C1)C(=O)OC(C)(C)C